N1C(NC2=C1C=CC=C2)=S 1,3-dihydro-2H-benzo[d]imidazole-2-thione